CC(CC(C(=O)O)=O)C.CC(CC(C(=O)O)=O)C 4-methyl-2-oxopentanoic acid (4-methyl-2-oxovalerate)